BrC=1C=C2C(=NC1)N(C=C2C(=O)C=2C(=C(C=CC2F)NS(=O)(=O)N2C(OCC2)=O)CC)C(C2=C(C=CC=C2Cl)Cl)=O N-(3-(5-bromo-1-(2,6-dichlorobenzoyl)-1H-pyrrolo[2,3-b]pyridine-3-carbonyl)-2-ethyl-4-fluorophenyl)-2-oxooxazolidine-3-sulfonamide